6-methoxy-1-methyl-4-{4-[3-(2-methylphenyl)-1,2,4-oxadiazol-5-yl]piperidin-1-yl}-2-oxo-1,2-dihydroquinoline-3-carbonitrile COC=1C=C2C(=C(C(N(C2=CC1)C)=O)C#N)N1CCC(CC1)C1=NC(=NO1)C1=C(C=CC=C1)C